C(C1=CC=CC=C1)N1CC(C1)CNC(=O)N1C=NC(=C1)C1=CC=C(C=C1)OCC1=CC=C(C=C1)S(=O)(=O)C N-((1-benzylazetidin-3-yl)methyl)-4-(4-((4-(methylsulfonyl)benzyl)oxy)phenyl)-1H-imidazole-1-carboxamide